C1(CC1)N1CC2=CC=C(C=C2C1=O)OC=1C(=CC=C2C(CCOC12)OP(=O)(NCCBr)NCCBr)[N+](=O)[O-] Bis((2-bromoethyl)amino)phosphinic acid 8-((2-cyclopropyl-3-oxoisoindolin-5-yl) oxy)-7-nitrochroman-4-yl ester